[Si](C1=CC=CC=C1)(C1=CC=CC=C1)(C(C)(C)C)O[C@@H]1[C@H](N(CC1)C(=O)OC(C)(C)C)C=O tert-butyl (2S,3S)-3-((tert-butyldiphenylsilyl)oxy)-2-formylpyrrolidine-1-carboxylate